Chloromethyl 3-(2-(dimethylamino) ethyl)-5-methoxy-1H-indole-1-carboxylate CN(CCC1=CN(C2=CC=C(C=C12)OC)C(=O)OCCl)C